(4-{5-[(R)-(1,3-dimethyl-azetidin-3-yl)-hydroxy-(4-isopropyl-phenyl)-methyl]-pyridin-3-yloxymethyl}-piperidin-1-yl)-ethanone CN1CC(C1)(C)[C@@](C=1C=C(C=NC1)OCC1CCN(CC1)C(C)=O)(C1=CC=C(C=C1)C(C)C)O